glycidyl-2,4-bis(glycidyloxymethyl)styrene C(C1CO1)C=CC1=C(C=C(C=C1)COCC1CO1)COCC1CO1